6-(3-Oxa-8-azabicyclo[3.2.1]octane-8-yl)-3-iodoimidazo[1,2-b]pyridazine C12COCC(CC1)N2C=2C=CC=1N(N2)C(=CN1)I